C(C1=CC=CC=C1)[C@H]1N(CC[C@@H]1OC(F)F)C1=CC(=CC(N1)=O)N1CCOCC1 6-((2R,3S)-2-benzyl-3-(difluoromethoxy)pyrrolidin-1-yl)-4-morpholinopyridin-2(1H)-one